methyl (R)-2-((R)-2-((R)-2-tert-butyloxycarbonylamino-3-phenylpropanamido)-3-phenylpropanamido)-4-methylvalerate C(C)(C)(C)OC(=O)N[C@@H](C(=O)N[C@@H](C(=O)N[C@@H](C(=O)OC)CC(C)C)CC1=CC=CC=C1)CC1=CC=CC=C1